C(C)(=O)C=1N(C(=C(N1)Br)OC1=C(C=C(C=C1)N1N=CN(C1=O)CC1=C(C=CC=C1F)F)F)C (4-((2-acetyl-4-bromo-1-methyl-1H-imidazol-5-yl)oxy)-3-fluorophenyl)-4-(2,6-difluorobenzyl)-2,4-dihydro-3H-1,2,4-triazol-3-one